C(C)(C)(C)OC(=O)N1CCCC2=C(C=CC=C12)NN=C(C1=CC=CC=C1)C1=CC=CC=C1 5-(2-(diphenylmethylene)hydrazino)-3,4-dihydroquinoline-1(2H)-carboxylic acid tert-butyl ester